BrC=1C=CC2=C(SC3=C2C=CC(=C3)Br)C1 3,7-dibromodibenzothiophene